B([O-])([O-])O.B(O)(O)O.B(O)(O)O.[Li+].[Cs+] cesium lithium triborate